9,4b-(epiminoethano)phenanthren-8a-yl acetate C(C)(=O)OC12C=CC=CC13C=1C=CC=CC1C=C2NCC3